N1=CC(=CC=C1)CN1C(C2N(CCN(C2)CC=2C=NC3=CC=CC=C3C2)C(C1)=O)=O 8-(pyridin-3-ylmethyl)-2-(quinolin-3-ylmethyl)hexahydro-2H-pyrazino[1,2-a]pyrazine-6,9-dione